FC=1C=CC(=C2C=NN(C12)COCC[Si](C)(C)C)[C@H]1OC1 (R)-7-fluoro-4-(oxiran-2-yl)-1-((2-(trimethylsilyl)ethoxy)methyl)-1H-indazole